C(C)N(C=NC1=C(C(=CC(=C1)F)CC1=CC(=CC=C1)C)C)C N-ethyl-N'-(5-fluoro-2-methyl-3-(3-methylbenzyl)phenyl)-N-methylformamidine